ClC=1C=C(C=CC1)C1N(C1)S(=O)(=O)C1=CC=C(C=C1)[N+](=O)[O-] 2-(3-chlorophenyl)-1-p-nitrobenzenesulfonylaziridine